NC=1C=C(OCCC[Si](OC)(OC)OC)C=CC1 3-(3-Aminophenoxy)propyl-trimethoxysilane